FC1=CC=C(C=N1)N1C(N(C(C1=O)C(C)C)C=1N=C2N(CCOC3=C2C=CC(=C3)N3[C@@H](CCC3)C(=O)N)C1)=O (2S)-1-(2-(3-(6-fluoropyridin-3-yl)-5-isopropyl-2,4-dioxoimidazolidin-1-yl)-5,6-dihydrobenzo[f]imidazo[1,2-d][1,4]oxazepin-9-yl)pyrrolidine-2-carboxamide